CC1(OB(OC1(C)C)C1=C(C=CC=C1)CCCC(=O)OC)C methyl 4-[2-(4,4,5,5-tetramethyl-1,3,2-dioxaborolan-2-yl)phenyl]butanoate